6-(2,8-dimethylimidazo[1,2-b]pyridazin-6-yl)-8-hydroxy-2-(4-azaspiro[2.5]octan-7-yl)isoquinolin-1(2H)-one CC=1N=C2N(N=C(C=C2C)C=2C=C3C=CN(C(C3=C(C2)O)=O)C2CCNC3(CC3)C2)C1